FC(COC[C@H]1NCCC1)(F)F (S)-2-(2,2,2-Trifluoro-ethoxymethyl)-pyrrolidine